(5S,8S,10aR)-5-amino-N-((R)-chroman-4-yl)-3-(3-hydroxyoxetane-3-carbonyl)-6-oxodecahydropyrrolo[1,2-a][1,5]diazocine-8-carboxamide N[C@H]1CN(CC[C@@H]2N(C1=O)[C@@H](CC2)C(=O)N[C@@H]2CCOC1=CC=CC=C21)C(=O)C2(COC2)O